chloro(pentamethylcyclopentadienyl)rhodium (III) Cl[Rh+]C1(C(=C(C(=C1C)C)C)C)C